5-[1H-benzimidazol-2-yl-(5-fluoro-2-hydroxy-phenyl)methyl]-2-[4-(1-methyl-4-piperidyl)phenyl]thieno[3,2-c]pyridin-4-one N1C(=NC2=C1C=CC=C2)C(N2C(C1=C(C=C2)SC(=C1)C1=CC=C(C=C1)C1CCN(CC1)C)=O)C1=C(C=CC(=C1)F)O